C(C)(C)(C)OCCC(C(=O)O)N1C(C=C(C(=C1)OC)C1=C(C=CC(=C1)Cl)C1=NOCC1)=O 4-tert-butoxy-2-{4-[5-chloro-2-(4,5-dihydro-1,2-oxazol-3-yl)phenyl]-5-methoxy-2-oxopyridin-1(2H)-yl}butanoic acid